C(C)(=O)C1=NN(C(C=2N1C=1C=CC=CC1C2)=O)CC(=O)OC methyl 2-(4-acetyl-1-oxo-[1,2,4]triazino[4,5-a]indol-2-yl)acetate